3-bromo-1H-pyrrolo[2,3-c]pyridin-5-amine BrC1=CNC2=CN=C(C=C21)N